5-chloro-3-chlorosulfonylthiophene-2-carboxylic acid methyl ester COC(=O)C=1SC(=CC1S(=O)(=O)Cl)Cl